FC1=C(C=CC(=C1)C1OCCC1)B1OC(C(O1)(C)C)(C)C 2-[2-fluoro-4-(tetrahydro-2-furanyl)phenyl]-4,4,5,5-tetramethyl-1,3,2-Dioxa-borolane